OB1OCC2=C1C=C(C=C2)C(=O)N[C@H](CCC(=O)NCCC(=O)ON2C(CCC2=O)=O)CNC(=O)C=2C=CC1=C(B(OC1)O)C2 2,5-dioxopyrrolidin-1-yl (R)-3-(4,5-bis(1-hydroxy-1,3-dihydrobenzo[c][1,2]oxaborole-6-carboxamido)pentanamido)propanoate